2-chloro-N-[4-[4-[6-chloro-4-(trifluoromethyl)-2-pyridinyl]piperazin-1-yl]sulfonylphenyl]acetamide ClCC(=O)NC1=CC=C(C=C1)S(=O)(=O)N1CCN(CC1)C1=NC(=CC(=C1)C(F)(F)F)Cl